C(#N)C1N(CSC1)C(CNC(=O)C1=CC=NC2=CC=C(C=C12)OCC1CC1)=O N-(2-(4-Cyanothiazolidin-3-yl)-2-oxoethyl)-6-(cyclopropyl-methoxy)quinoline-4-carboxamide